CC1OC(CN(C1)C(=O)C1=CC2=C(N=C(S2)C)C=C1)C (2,6-dimethylmorpholino)(2-methylbenzo[d]thiazol-6-yl)methanone